CN1N=C(C(=C1)C1=NC=NC2=CC(=CC=C12)C=1C=NN(C1)C1CCN(CC1)C)C1=CC=CC=C1 4-(1-methyl-3-phenyl-1H-pyrazol-4-yl)-7-(1-(1-methylpiperidin-4-yl)-1H-pyrazol-4-yl)quinazoline